4-ethynyl-4-hydroxy-2-methylcyclohexa-2,5-dien-1-one C(#C)C1(C=C(C(C=C1)=O)C)O